(E)-tert-butyl 2-benzylidenehydrazine-1-carboxylate C(/C1=CC=CC=C1)=N\NC(=O)OC(C)(C)C